FC=1C(=CC2=C(N(C=N2)C2=CC=C(C(=N2)N2N=C(C=C2C)C#N)C(C)O)C1)NC=1C=NC(=C(C1)F)C 1-[6-[6-fluoro-5-[(5-fluoro-6-methyl-3-pyridyl)amino]benzimidazol-1-yl]-3-(1-hydroxyethyl)-2-pyridyl]-5-methyl-pyrazole-3-carbonitrile